(2R,3R,4R)-2-(6-Amino-8-(prop-1-yn-1-yl)-2-(thiophen-2-yl)-9H-purin-9-yl)tetrahydrofuran-3,4-diol NC1=C2N=C(N(C2=NC(=N1)C=1SC=CC1)[C@@H]1OC[C@H]([C@H]1O)O)C#CC